FC(OC1=NC=C(C=C1)N1N=C(C=C1CC(C)C)NC1=C(C(=O)[O-])C=C(C=N1)C=1SC=CC1)F 2-[[1-[2-(difluoromethoxy)-5-pyridinyl]-5-isobutyl-pyrazol-3-yl]amino]-5-(thiophen-2-yl)nicotinate